COC=1C=NC=2CCCC(C2C1)N1C(C2=CC(=CC(=C2CC1)OS(=O)(=O)C(F)(F)F)C(=O)[O-])=O 2-(3-methoxy-5,6,7,8-tetrahydroquinolin-5-yl)-1-oxo-5-(((trifluoromethyl)sulfonyl)oxy)-1,2,3,4-tetrahydroisoquinoline-7-carboxylate